2-(3-(2-hydroxypropan-2-yl)-1H-pyrazol-1-yl)benzonitrile OC(C)(C)C1=NN(C=C1)C1=C(C#N)C=CC=C1